(1S,4R)-4-((3-(4-(2-(2-aminopyridin-3-yl)-5-phenyl-3H-imidazo[4,5-b]pyridin-3-yl)phenyl)azetidin-1-yl)methyl)-2,2-dimethylcyclohexane-1-carboxylic acid NC1=NC=CC=C1C1=NC=2C(=NC(=CC2)C2=CC=CC=C2)N1C1=CC=C(C=C1)C1CN(C1)C[C@H]1CC([C@H](CC1)C(=O)O)(C)C